ethyl 3-aminothieno[2,3-B]pyridine-2-carboxylate NC1=C(SC2=NC=CC=C21)C(=O)OCC